2-phenyl-1H-benz[d]imidazole C1(=CC=CC=C1)C1=NC2=C(N1)C=CC=C2